1-(1H-pyrazol-3-yl)ethan-1-one-hydrochloride salt Cl.N1N=C(C=C1)C(C)=O